NC1=C(C(=NC(=N1)C1=CC(=NC=C1)OC)C=1C(=C(C#N)C=CC1)C)F 3-(6-amino-5-fluoro-2-(2-methoxypyridin-4-yl)pyrimidin-4-yl)-2-methylbenzonitrile